N-methyl-methanamine hydrochloride Cl.CNC